N=1C=CN2C1C=C(C=C2)C(CC#N)=O 3-imidazo[1,2-a]pyridin-7-yl-3-oxo-propanenitrile